FC(OC1=C(C=CC=C1)COC=1C=CC=2N(C1)C(=C(N2)C(=O)NC2(CCS(CC2)(=O)=O)C)C)F 6-[[2-(difluoromethoxy)phenyl]methoxy]-3-methyl-N-(4-methyl-1,1-dioxo-thian-4-yl)imidazo[1,2-a]pyridine-2-carboxamide